2-chloro-6-(2-methoxyethyl)-5H-pyrrolo[3,2-d]pyrimidine ClC=1N=CC2=C(N1)C=C(N2)CCOC